C(C)(C)(C)OC(=O)NC1=NN=C(S1)CC(=O)O {5-[(tert-butoxycarbonyl)amino]-1,3,4-thiadiazol-2-yl}acetic acid